COC(=O)C1=C(C=CN1)C(=O)OC(C)(C)C Pyrrole-4,5-dicarboxylic acid 4-tert-butyl ester 5-methyl ester